tert-butyl (S)-4-(cyclopentylidenemethyl)-2,2-dimethyloxazolidine-3-carboxylate C1(CCCC1)=C[C@@H]1N(C(OC1)(C)C)C(=O)OC(C)(C)C